isopropyl trans-N-[4-[5-[4-[2-oxo-2-(pyrrolidin-1-yl)ethyl]-2-(ethyl-sulfamoyl)phenyl]thiazol-2-yl]cyclohexyl]carbamate O=C(CC1=CC(=C(C=C1)C1=CN=C(S1)[C@@H]1CC[C@H](CC1)NC(OC(C)C)=O)S(NCC)(=O)=O)N1CCCC1